4,8-bis-(thiophen-2-yl)-2,6-bis-(5-triisopropylsilylthien-2-yl)-benzo[1,2-d:4,5-d']bis-thiazole S1C(=CC=C1)C1=C2C(N=C(S2)C=2SC(=CC2)[Si](C(C)C)(C(C)C)C(C)C)=C(C2=C1N=C(S2)C=2SC(=CC2)[Si](C(C)C)(C(C)C)C(C)C)C=2SC=CC2